2-(5-benzyl-2-hydroxy-3-pentylphenyl)acetamide C(C1=CC=CC=C1)C=1C=C(C(=C(C1)CC(=O)N)O)CCCCC